spiro[5.5]undecan C1CCCCC12CCCCC2